FC1=C(C=CC=C1)N1C(=NC2=CC=C(C=C2C1=O)[N+](=O)[O-])C1NCCC1 3-(2-fluorophenyl)-6-nitro-2-(pyrrolidin-2-yl)quinazolin-4(3H)-one